(1R*,3S*)-3-{[(tert-butoxy)carbonyl]amino}-1-methylcyclohexane-1-carboxylic acid C(C)(C)(C)OC(=O)N[C@@H]1C[C@@](CCC1)(C(=O)O)C |o1:8,10|